O1C(=CN=CC=C1)C1=CC=C(C=C1)NC(=O)C1=NNC(=C1C)CC N-(4-(1,4-oxazepin-2-yl)phenyl)-5-ethyl-4-methyl-1H-pyrazole-3-carboxamide